C1(CCC1)[C@](C(F)(F)C1=C(C(=CC=C1)[C@@H](C)NC=1C2=C(N=C(N1)C)C=NC(=C2)P(=O)(C)C)F)(C)O (2S)-2-cyclobutyl-1-{3-[(1R)-1-{[6-(dimethylphosphoryl)-2-methylpyrido[3,4-d]pyrimidin-4-yl]amino}ethyl]-2-fluorophenyl}-1,1-difluoropropan-2-ol